3,3,4,4,5,5,6,6,7,7,8,8,8-tridecafluorooctyltrimethoxysilane FC(CC[Si](OC)(OC)OC)(C(C(C(C(C(F)(F)F)(F)F)(F)F)(F)F)(F)F)F